ClC=1C(=C(C(=CC1)N1N=NN=C1)C=1C=CC(=[N+](C1)[O-])C(C[C@@H]1[C@H](C1)C(=O)N1CCCCC1)N1N=CC(=C1)C1=CC=CC=C1)F |o1:21,22| 5-(3-Chloro-2-fluoro-6-(1H-tetrazol-1-yl)phenyl)-2-(1-(4-phenyl-1H-pyrazol-1-yl)-2-((1R*,2S*)-2-(piperidine-1-carbonyl)cyclopropyl)ethyl)pyridine 1-oxide